tert-butyl 3-(4-((3-chloro-5-(methylsulfonamido)phenyl)carbamoyl)-2-(5-fluoropyrimidin-2-yl)-1H-pyrrol-1-yl)azetidine-1-carboxylate ClC=1C=C(C=C(C1)NS(=O)(=O)C)NC(=O)C=1C=C(N(C1)C1CN(C1)C(=O)OC(C)(C)C)C1=NC=C(C=N1)F